tert-butyl (1-(4-(2'-(tert-butyl)-[3,4'-bipyridin]-5-yl)-3-chlorobenzoyl)piperidin-3-yl)carbamate C(C)(C)(C)C1=NC=CC(=C1)C=1C=NC=C(C1)C1=C(C=C(C(=O)N2CC(CCC2)NC(OC(C)(C)C)=O)C=C1)Cl